1,2-dihydroxyphenethylamine OC1(CCN)C(C=CC=C1)O